1-cyclobutyl-3-(8-((2,6-dimethylbenzyl)amino)-2,3-dimethylimidazo[1,2-a]pyridin-6-yl)urea hydrochloride Cl.C1(CCC1)NC(=O)NC=1C=C(C=2N(C1)C(=C(N2)C)C)NCC2=C(C=CC=C2C)C